N-(4-methyl-3-chlorophenyl)maleimide CC1=C(C=C(C=C1)N1C(C=CC1=O)=O)Cl